C1(=CC=CC=C1)[B-](C1=CC=CC=C1)(C1=CC=CC=C1)C1=CC=CC=C1.C1(=CC=CC=C1)[S+](C1=CC=C(C=C1)SC1=CC=CC=C1)C1=CC=CC=C1 diphenyl[4-(phenylthio)phenyl]sulfonium tetraphenylborate